C(C)(C)OC(C(C(=O)OC(C)C)C(C)C)=O isopropyl-malonic acid diisopropyl ester